1-(2,3-dimethoxypropyl)-piperidine COC(CN1CCCCC1)COC